4-(4-acryloylpiperazin-1-yl)-7-(2-amino-6-fluorophenyl)-6-chloro-1-(4,6-diisopropylpyridin-5-yl)-2-oxo-1,2-dihydro-1,8-naphthyridine-3-carbonitrile C(C=C)(=O)N1CCN(CC1)C1=C(C(N(C2=NC(=C(C=C12)Cl)C1=C(C=CC=C1F)N)C=1C(=CC=NC1C(C)C)C(C)C)=O)C#N